n-dodecyl-N,N-dimethyl-3-ammonio-1-propanesulfonate CCCCCCCCCCCC[N+](C)(C)CCCS(=O)(=O)[O-]